[4-(1,3-Dioxolan-2-yl)piperidin-1-yl]-2-methoxyaniline O1C(OCC1)C1CCN(CC1)NC1=C(C=CC=C1)OC